5-bromoacenaphthylen-1(2H)-one BrC1=CC=C2CC(C=3C=CC=C1C32)=O